C(C)(C)(C)OC(=O)N1CC2=CC(CC=C2CC1)=C=C(C(=O)N(C1CCOCC1)CC)C#N 7-(2-cyano-3-(ethyl-(tetrahydro-2H-pyran-4-yl)amino)-3-oxoprop-1-enyl-1-yl)-3,4-dihydroisoquinoline-2(1H)-carboxylic acid tert-butyl ester